ClC=1C=C(C=CC1Cl)C(C)C1=CC=2NC3=CC=CC=C3SC2C=C1 2-(1-(3,4-dichlorophenyl)ethyl)-10H-phenothiazine